4-(hydroxymethyl)-4-(4-methoxybenzylamino)piperidine-1-carboxylic acid tert-butyl ester C(C)(C)(C)OC(=O)N1CCC(CC1)(NCC1=CC=C(C=C1)OC)CO